FC1=CC(=C(OCC=2C=CC=C3C=C(C=NC23)OC)C=C1[N+](=O)[O-])OC 8-((4-fluoro-2-methoxy-5-nitrophenoxy)methyl)-3-methoxyquinoline